2,3-DiMethoxy-5-Methyl-1,4-hydroquinone CC1=CC(=C(C(=C1O)OC)OC)O